NCC#CC1=CC=C(S1)C#CCCCCCCN 8-(5-(3-aminoprop-1-yn-1-yl)thiophen-2-yl)oct-7-yn-1-amine